NC1=NC(=NC=C1C(=O)OCC)N1CC2CCC(C1)N2C2=NC=CC=C2 Ethyl 4-amino-2-(8-(pyridin-2-yl)-3,8-diazabicyclo[3.2.1]octan-3-yl)pyrimidine-5-carboxylate